vinyldecyltrimethylsilane C(=C)CCCCCCCCCC[Si](C)(C)C